4,5-dihydro-2H-benzo[d][1,3]oxathiepine-8-carboxylic acid S1COCCC2=C1C=C(C=C2)C(=O)O